6-fluorobenzyl azide FC1=CC=CC=C1CN=[N+]=[N-]